1-(azetidin-3-yl)-4-methyl-1H-pyrazole hydrochloride Cl.N1CC(C1)N1N=CC(=C1)C